tert-butyl 4'-{[(4R)-4-methoxy-1-{[4-(propan-2-yl)phenyl]carbamoyl}-D-prolyl]amino}[1,1'-biphenyl]-4-carboxylate CO[C@@H]1C[C@@H](N(C1)C(NC1=CC=C(C=C1)C(C)C)=O)C(=O)NC1=CC=C(C=C1)C1=CC=C(C=C1)C(=O)OC(C)(C)C